COC1=CC=2SC(=CC2C2=C1SC=C2)C(CCC(=O)O)=O 4-(5-methoxybenzo[1,2-b:4,3-b']dithiophen-2-yl)-4-oxobutanoic acid